C(C)(C)(C)C=1C=C(CP(OCC)(OCC)=O)C=C(C1O)C(C)(C)C Diethyl (3,5-di-t-butyl-4-hydroxybenzyl)phosphonate